C1(C2(CN3C=CC=C13)CC=NO2)=O 3'H,4H-spiro[isoxazole-5,2'-pyrrolizine]-1'-one